FC1(CCC2=C1N=C(N=C2C2=CC=C(OCC(=O)N1CCNCC1)C=C2)N2[C@H](CC2)C)F (S)-2-(4-(7,7-difluoro-2-(2-methylazetidin-1-yl)-6,7-dihydro-5H-cyclopenta[d]pyrimidin-4-yl)phenoxy)-1-(piperazin-1-yl)ethan-1-one